tert-butyl 4-(5-(8-aminoimidazo[1,2-a]pyridin-5-yl)-4-((2,4-dimethoxybenzyl)amino)-7H-pyrrolo[2,3-d]pyrimidin-7-yl)piperidine-1-carboxylate NC=1C=2N(C(=CC1)C1=CN(C=3N=CN=C(C31)NCC3=C(C=C(C=C3)OC)OC)C3CCN(CC3)C(=O)OC(C)(C)C)C=CN2